4,4'-diamino-2,6,2',6'-tetrafluorobiphenyl NC1=CC(=C(C(=C1)F)C1=C(C=C(C=C1F)N)F)F